NC1=NC(=NC=2N1N=C(N2)C=2OC=CC2)NCCC2=CC=C(C#N)C=C2 4-(2-(7-amino-2-(furan-2-yl)-[1,2,4]triazolo[1,5-a][1,3,5]triazin-5-ylamino)ethyl)-benzonitrile